C(CCCCCC(CCCCCCO)O)O 1,7,13-tridecanetriol